2-amino-2-(3-(azetidin-1-yl)propyl)-6-boronohexanoic acid NC(C(=O)O)(CCCCB(O)O)CCCN1CCC1